methyl 2-[[6-chloro-3-(1,1-dioxothian-4-yl)-1-oxido-quinolin-1-ium-4-yl]amino]benzoate ClC=1C=C2C(=C(C=[N+](C2=CC1)[O-])C1CCS(CC1)(=O)=O)NC1=C(C(=O)OC)C=CC=C1